chloro-2H-[1,3'-bipyridin]-2-one ClC=1C(N(C=CC1)C=1C=NC=CC1)=O